(R)-methyl 4-methyl-1-(4-(phenylthio)-3-((4-sulfamoyl-2-((trifluoromethyl)sulfonyl)phenyl)amino)butyl)piperidine-4-carboxylate CC1(CCN(CC1)CC[C@H](CSC1=CC=CC=C1)NC1=C(C=C(C=C1)S(N)(=O)=O)S(=O)(=O)C(F)(F)F)C(=O)OC